azaTert-butyl N-[[5-chloro-2-[2-[4-methyl-3-[2-(2-pyridyl)ethylsulfamoyl]anilino]-2-oxo-ethyl]-3-oxo-pyridazin-4-yl]methyl]-N-methyl-carbamate ClC1=C(C(N(N=C1)CC(=O)NC1=CC(=C(C=C1)C)S(NCCC1=NC=CC=C1)(=O)=O)=O)CN(C(OCN(C)C)=O)C